C(C)(C)(C)N(C(C)(C)C)CCOCCN(C(C)(C)C)C(C)(C)C di-tert-butylaminoethyl ether